tert-butyl (3S)-3-[2-[6-[[5-(4-pyridyl)thiazol-2-yl]amino]imidazo[4,5-c]pyridin-1-yl]ethylcarbamoyl]morpholine-4-carboxylate N1=CC=C(C=C1)C1=CN=C(S1)NC1=CC2=C(C=N1)N=CN2CCNC(=O)[C@H]2N(CCOC2)C(=O)OC(C)(C)C